BrC1=C(C=C(C=C1)NC(CSC=1OC(=NN1)C1=NNC(C1)(C(F)(F)F)C1=CC(=CC(=C1)Cl)Cl)=O)F N-(4-bromo-3-fluorophenyl)-2-((5-(5-(3,5-dichlorophenyl)-5-(trifluoromethyl)-4,5-dihydro-1H-pyrazol-3-yl)-1,3,4-oxadiazol-2-yl)thio)acetamide